(2-{4-[4-(tert-butoxycarbonyl)piperazin-1-yl]piperidin-1-yl}pyrimidin-5-yl)boronic acid C(C)(C)(C)OC(=O)N1CCN(CC1)C1CCN(CC1)C1=NC=C(C=N1)B(O)O